FC(COC1=C2C(=NC=C1)C(=C(N2)C2=CC(=NC=C2)N)C2=NC=CC=C2)F 4-[7-(2,2-difluoroethoxy)-3-(pyridin-2-yl)-1H-pyrrolo[3,2-b]pyridin-2-yl]pyridin-2-amine